C[Si](O[Si](O[Si](C)(C)C)(O[Si](C)(C)C)CC(C)C)(C)C 1,1,1,5,5,5-hexamethyl-3-(2-methylpropyl)3-[(trimethylsilyl)oxy]trisiloxane